1-chloro-2-fluoro-4-bromobenzene ClC1=C(C=C(C=C1)Br)F